C(#N)C1=CC(=C(C=C1)[C@@H]1C(=C(NC2=C(C=NC(=C12)OCC)C)C)C(=O)O)OC.C1(=CC=C(C=C1)[C@@]([C@@](C(=O)O)(O)C1=CC=C(C=C1)C)(O)C(=O)O)C (+)-di-p-tolyl-D-tartaric acid (4S)-4-(4-cyano-2-methoxyphenyl)-5-ethoxy-2,8-dimethyl-1,4-dihydro-1,6-naphthyridine-3-carboxylate